1-(tert-butylsulfinyl)-3-ethylaziridine-2-carboxylate C(C)(C)(C)S(=O)N1C(C1CC)C(=O)[O-]